FC(C=1C=CC=C2C(=NC=NC12)N[C@H](CN1CCN(CC1)S(=O)(=O)C1=CC2=C(NC(O2)=O)C=C1)C)(F)F 6-({4-[(2S)-2-{[8-(trifluoromethyl)quinazolin-4-yl]amino}propyl]piperazin-1-yl}sulfonyl)-2,3-dihydro-1,3-benzoxazol-2-one